NC=1C=C(C(=NC1I)N(C(OC(C)(C)C)=O)C(=O)OC(C)(C)C)Cl tert-butyl N-(5-amino-3-chloro-6-iodopyridin-2-yl)-N-((tert-butoxy)carbonyl)carbamate